(2-(hydroxymethyl)piperidin-1-yl)(5-methoxy-2-nitro-4-((triisopropylsilyl)oxy)phenyl)methanone OCC1N(CCCC1)C(=O)C1=C(C=C(C(=C1)OC)O[Si](C(C)C)(C(C)C)C(C)C)[N+](=O)[O-]